2-[1-[2-[4-[4-(oxetan-3-yl)piperazine-1-carbonyl]anilino]-[1,2,4]triazolo[1,5-a]pyridin-8-yl]-3-[4-(trifluoromethyl)pyrazol-1-yl]azetidin-3-yl]acetonitrile O1CC(C1)N1CCN(CC1)C(=O)C1=CC=C(NC2=NN3C(C(=CC=C3)N3CC(C3)(N3N=CC(=C3)C(F)(F)F)CC#N)=N2)C=C1